dibutyltin bis(isooctyl maleate) C(CCCCC(C)C)/C(/C(=O)[O-])=C/C(=O)[O-].C(CCCCC(C)C)/C(/C(=O)[O-])=C/C(=O)[O-].C(CCC)[Sn+4]CCCC